sulfhydryl-propionyl-hydrazine SN(N)C(CC)=O